1-methyl-5-[4-[3-(4-pyridyl)-1H-pyrazol-4-yl]phenyl]indazole CN1N=CC2=CC(=CC=C12)C1=CC=C(C=C1)C=1C(=NNC1)C1=CC=NC=C1